5-(8-(7-Acetyl-3-methyl-5,6,7,8-tetrahydroimidazo[1,5-a]pyrazin-1-yl)isoquinolin-3-yl)-N-(4-(2-(2,6-dioxopiperidin-3-yl)-1-oxoisoindolin-4-yl)but-3-yn-1-yl)picolinamide C(C)(=O)N1CC=2N(CC1)C(=NC2C=2C=CC=C1C=C(N=CC21)C=2C=CC(=NC2)C(=O)NCCC#CC2=C1CN(C(C1=CC=C2)=O)C2C(NC(CC2)=O)=O)C